2-(4-(chloromethyl)phenyl)-1-(fluoromethyl)-4-(trifluoromethyl)-1H-imidazole ClCC1=CC=C(C=C1)C=1N(C=C(N1)C(F)(F)F)CF